[C@H](C)(CC)OC1=CC=C(C=C1)C1=NOC(=N1)CC(C(=O)O)=C (S)-2-((3-(4-(sec-butoxy)phenyl)-1,2,4-oxadiazol-5-yl)methyl)acrylic acid